C(C#C)OCCOCCOCC(=O)N1CC(C1)OC=1C=C(OC2=CC=C(C=N2)C(=O)OC)C=CC1 methyl 6-[3-[1-[2-[2-(2-prop-2-ynoxyethoxy) ethoxy]acetyl]azetidin-3-yl]oxyphenoxy]pyridine-3-carboxylate